propenyl-hexyl-trimethylsilane C(=CC)C[Si](C)(C)CCCCCC